COC(C1=C(C(=CC=C1C)N1C(=CC=C1C)C)F)=O 3-(2,5-dimethyl-1H-pyrrole-1-yl)-2-fluoro-6-methylbenzoic acid methyl ester